C(C)OC1=C(C=C(C=C1)C1=CC2=C(C=N1)NC(N2C2=CC(=C(C(=C2)OC)OC)OC)=O)F 6-(4-ethoxy-3-fluorophenyl)-1-(3,4,5-trimethoxyphenyl)-1,3-dihydro-2H-imidazo[4,5-c]pyridin-2-one